2-chloro-6-ethylaniline ClC1=C(N)C(=CC=C1)CC